C1(CC1)[C@H](CO)N1CC2=CC=CC(=C2C1=O)NC(C1=C(C=CC=C1)OCC)=O (R)-N-(2-(1-cyclopropyl-2-hydroxyethyl)-3-oxoisoindolin-4-yl)-2-ethoxybenzamide